(R)-4-((1-(2-methyl-3-(trifluoromethyl)phenyl)ethyl)amino)-6-(4-(tetrahydro-2H-pyran-4-yl)piperazin-1-yl)pyrido[2,3-d]pyrimidin-7(8H)-one CC1=C(C=CC=C1C(F)(F)F)[C@@H](C)NC=1C2=C(N=CN1)NC(C(=C2)N2CCN(CC2)C2CCOCC2)=O